C(C(=C)C)(=O)OCCOC1=CC=C(C=C1)CC(C)C1=CC=C(C=C1)OCCOC(C(=C)C)=O [4-(2-methacryloyloxyethoxy)phenyl]-2-[4-(2-methacryloyloxyethoxy)phenyl]propane